FC=1C(=NC=CC1)OC1=CC=C2C(=C(C(OC2=C1)=O)CN1C(C(=CC=C1)NS(NC)(=O)=O)=O)C 1-[[7-[(3-fluoro-2-pyridinyl)oxy]-4-methyl-2-oxo-chromen-3-yl]methyl]-3-(methylsulfamoylamino)pyridin-2-one